FC1=C(CCl)C(=C(C(=C1F)F)F)F 2,3,4,5,6-pentafluorobenzyl chloride